NCCCCCCCNC=1C(=C(C(=O)NC=2SC(=C(N2)C)C)C=CC1)C 3-((7-aminoheptyl)amino)-N-(4,5-dimethylthiazol-2-yl)-2-methylbenzamide